FC(C(C(C(C(C(C(F)(F)F)(F)F)(F)F)I)(F)F)(F)F)(F)F 1,1,1,2,2,3,3,5,5,6,6,7,7,7-tetradecafluoro-4-iodoheptane